CC(C)(C)[S@@](=O)N (R)-(+)-2-methyl-propane-2-sulfinamide